C(C1=CC=CC=C1)C1C2C3(NC(C1CC3CN2CC(C)C)=O)C(=O)NCC(C)C 7-benzyl-N,1-diisobutyl-5-oxooctahydro-3aH-3,6-methanopyrrolo[3,2-b]pyridine-3a-carboxamide